8-chloro-2-(methylsulfanyl)[1,3]diazino[5,4-d]pyrimidine ClC1=NC=NC2=C1N=C(N=C2)SC